8-bromo-1-(3-fluoro-4-methylbenzyl)-5-methoxy-4-(3-methyl-1,2,4-oxadiazol-5-yl)-1,3-dihydro-2H-benzo[b]azepin-2-one BrC=1C=CC2=C(N(C(CC(=C2OC)C2=NC(=NO2)C)=O)CC2=CC(=C(C=C2)C)F)C1